3-methylcyclopropane CC1CC1